3,4-dihydroxyphenyl isocyanate OC=1C=C(C=CC1O)N=C=O